ALLYL CYCLOHEXANEHEXANOATE C1(CCCCC1)CCCCCC(=O)OCC=C